glycerol monoarachidonate (glyceryl-monoarachidate) C(C(O)CO)CCCCCCCCCCCCCCCCCCCC(=O)OC(COC(CCC\C=C/C\C=C/C\C=C/C\C=C/CCCCC)=O)CO